(2S,3S)-2-methyl-1-(5-(pyrazin-2-yl)-1H-pyrrole-2-carbonyl)-N-(3,4,5-trifluorophenyl)pyrrolidine-3-carboxamide C[C@@H]1N(CC[C@@H]1C(=O)NC1=CC(=C(C(=C1)F)F)F)C(=O)C=1NC(=CC1)C1=NC=CN=C1